5-(3-fluoro-3-methylpyrrolidin-1-yl)pentanoic acid FC1(CN(CC1)CCCCC(=O)O)C